C(CCC)OC1=CC=C(C=C1)C1(C=CC2=C(O1)C=1C=C(C=CC1C1=C2C(C2=C(C=C(C=C21)Br)Br)(C)C)C(F)(F)F)C2=CC=C(C=C2)OC 3-(4-butoxyphenyl)-3-(4-methoxyphenyl)-10,12-dibromo-6-trifluoromethyl-13,13-dimethyl-3H,13H-indeno[2',3':3,4]naphtho[1,2-b]pyran